(+/-)-trans-methyl 3-((2-(5-fluoro-1-tosyl-1H-pyrrolo[2,3-b]pyridine-3-yl)-6-(1-methyl-1H-pyrazol-4-yl)pyrimidin-4-yl)amino)bicyclo[2.2.2]octane-2-carboxylate FC=1C=C2C(=NC1)N(C=C2C2=NC(=CC(=N2)NC2C(C1CCC2CC1)C(=O)OC)C=1C=NN(C1)C)S(=O)(=O)C1=CC=C(C)C=C1